Ethyl 3-{2-[4-(but-3-en-1-yl)-2-chlorobenzoyl]-1,2,3,4-tetrahydroisoquinolin-7-yl}-3-{1-[(2E)-but-2-en-1-yl]-4-methyl-1H-benzotriazol-5-yl}propanoate C(CC=C)C1=CC(=C(C(=O)N2CC3=CC(=CC=C3CC2)C(CC(=O)OCC)C2=C(C3=C(N(N=N3)C\C=C\C)C=C2)C)C=C1)Cl